2-cyclopropyl-7-((2s,5r)-2,5-dimethyl-4-(1-(quinoxalin-6-yl)ethyl)piperazin-1-yl)-4-methyl-2,4-dihydro-5H-pyrazolo[4,3-b]pyridin-5-one C1(CC1)N1N=C2C(N(C(C=C2N2[C@H](CN([C@@H](C2)C)C(C)C=2C=C3N=CC=NC3=CC2)C)=O)C)=C1